ClC1=CC=C(C=C1)C(N1C[C@@H](N(C[C@H]1C)C1=NC=2N(C3=C1N=NN3C[C@@H]3OCCC3)C=NN2)C)C2=CC=C(C=C2)Cl 4-((2S,5R)-4-(Bis(4-chlorophenyl)methyl)-2,5-dimethylpiperazin-1-yl)-1-(((R)-tetrahydrofuran-2-yl)methyl)-1H-[1,2,3]triazolo[4,5-e][1,2,4]triazolo[4,3-a]pyrimidine